Cl.NCC1=CC=C(C=C1)NC(=O)C1=CC2=CC=CC=C2C=C1O N-(4-(aminomethyl)phenyl)-3-hydroxy-2-naphthamide hydrochloride